N[C@@H](C(=O)O)C(C(=O)O)N |r| DL-2,3-DIAMINOSUCCINIC ACID